ClC=1C=CC2=C(CC(CC=3N2C(=NN3)C3CCC(CC3)(OC)CC)N(C)C)C1 8-chloro-1-[trans-4-ethyl-4-methoxycyclohexyl]-N,N-dimethyl-5,6-dihydro-4H-[1,2,4]triazolo[4,3-a][1]benzazepin-5-amine